[Si](C)(C)(C(C)(C)C)OC[C@H]1[C@@H]2CC[C@H](CN1)N2C(=O)OC(C)(C)C tert-butyl (1S,2R,5R)-2-(((tert-butyldimethylsilyl)oxy)methyl)-3,8-diazabicyclo[3.2.1]octane-8-carboxylate